C(C)(C)(C)C=1C=CN(N1)C=1C=C2C=CC=NC2=CC1 5-tert-butyl-2-quinolin-6-ylpyrazol